ClC=1C=2N(C=CN1)C(=NC2)C2=C(C(=NC=C2)C2CC2)Cl 8-chloro-3-(3-chloro-2-cyclopropylpyridin-4-yl)imidazo[1,5-a]pyrazine